COC1=NC=CC(=N1)C1=CC=C(C=C1)[C@H](C)N1N=CC2=C(C=CC(=C12)C(=O)O)C#CC (S)-1-(1-(4-(2-methoxypyrimidin-4-yl)phenyl)ethyl)-4-(propan-1-yn-1-yl)-1H-indazole-7-carboxylic acid